5-chloro-3-(nicotinamido)benzofuran-2-carboxylic acid ClC=1C=CC2=C(C(=C(O2)C(=O)O)NC(C2=CN=CC=C2)=O)C1